C(C1=CC=CC=C1)OC1=C(C(=CC(=C1)Cl)OC(F)(F)F)I 1-(benzyloxy)-5-chloro-2-iodo-3-(trifluoromethoxy)benzene